CS(=O)(=O)O methane-sulfonic acid